C1(=CC=CC=C1)C(C)=O 1-phenyl-ethan-1-one